ethyl 1-[[4-[5-(trifluoromethyl)-1,2,4-oxadiazol-3-yl]phenyl]methyl]-1H-pyrazole-4-carboxylate FC(C1=NC(=NO1)C1=CC=C(C=C1)CN1N=CC(=C1)C(=O)OCC)(F)F